C(=O)C12C3C4C5(C(C14)C2C53)C(=O)OC(C)(C)C (1R,2R,3R,8S)-tert-butyl 4-formylcubane-1-carboxylate